OC1=C(C=CC(=C1)O)C=1N=C(SC1)NC(C(C)C)=O N-[(2,4-dihydroxyphenyl)thiazole-2-yl]isobutyramide